C(C)S(=O)(=O)NC=1SC=C(N1)C(C(=O)NC1=CC=C(C=C1)C1=NC(=CN=C1)OC(C)C)(C)C 2-(2-(ethylsulfonylamino)thiazol-4-yl)-N-(4-(6-isopropoxypyrazin-2-yl)phenyl)-2-methylpropanamide